(3R)-N-(3-[2-[(2-hydroxyethyl)amino]-6-(morpholin-4-yl)pyridin-4-yl]-4-methylphenyl)-3-(trifluoromethoxy)pyrrolidine-1-carboxamide OCCNC1=NC(=CC(=C1)C=1C=C(C=CC1C)NC(=O)N1C[C@@H](CC1)OC(F)(F)F)N1CCOCC1